(4S*)-N-[5-[5-[(1R,2S)-2-fluorocyclopropyl]-1,2,4-oxadiazol-3-yl]-2-methyl-phenyl]-4-methyl-5-oxa-1,10-diazatricyclo[7.3.0.03,7]dodeca-2,7,9,11-tetraene-12-carboxamide F[C@@H]1[C@H](C1)C1=NC(=NO1)C=1C=CC(=C(C1)NC(=O)C1=CN=C2C=C3CO[C@H](C3=CN12)C)C |o1:26|